CC(CCCC=C)OC(C)=O acetic acid hept-6-en-2-yl ester